(R)-3-((5-chloro-1H-indol-2-yl)methyl)-1-(1-(1-fluorocyclopropane-1-carbonyl)piperidin-3-yl)-1-methylurea ClC=1C=C2C=C(NC2=CC1)CNC(N(C)[C@H]1CN(CCC1)C(=O)C1(CC1)F)=O